ClC1=C(C(=NN1CC1=CC=C(C=C1)F)C(=O)OCC)CCN[C@@H]1C(N(C2=C(OC1)C=C1C(=C2)OC(=N1)C1CC1)C)=O (S)-ethyl 5-chloro-4-(2-((2-cyclopropyl-9-methyl-8-oxo-6,7,8,9-tetrahydrooxazolo[5',4':4,5]benzo[1,2-b][1,4]oxazepin-7-yl) amino) ethyl)-1-(4-fluorobenzyl)-1H-pyrazole-3-carboxylate